C1(CC1)CN1N=NN=C1C(CC(F)F)N1N=C(C(=C1)[N+](=O)[O-])F 1-(cyclopropylmethyl)-5-[3,3-difluoro-1-(3-fluoro-4-nitro-pyrazol-1-yl)propyl]tetrazole